(2,5-dimethylthiophen-3-yl)methanone CC=1SC(=CC1C=O)C